(S)-2-(Difluoromethoxy)-N-methyl-N-(3-methyl-1-(pyrrolidin-1-yl)butan-2-yl)benzamide FC(OC1=C(C(=O)N([C@H](CN2CCCC2)C(C)C)C)C=CC=C1)F